(R)-2-(sec-Butyl)-3-(2,2,2-trifluoroethyl)benzo[4,5]imidazo[1,2-a]pyrimidin-4(10H)-one [C@@H](C)(CC)C=1N=C2N(C(C1CC(F)(F)F)=O)C1=C(N2)C=CC=C1